O=C1NC(CCC1N1C(N(C2=C1C=CC(=C2)CCCOCCOCCC2CCN(CC2)C(=O)OC(C)(C)C)C)=O)=O tert-butyl 4-[2-(2-[3-[1-(2,6-dioxopiperidin-3-yl)-3-methyl-2-oxo-1,3-benzodiazol-5-yl]propoxy]ethoxy) ethyl]piperidine-1-carboxylate